C1(CC1)C(C=1C=C(C=CC1)NC(=O)C=1[N+](=C(NC1C)C=1C=C(C=C(C1)C(C)O)C1=C(C=CC=C1C)C)[O-])(F)F 4-((3-(cyclopropyldifluoromethyl)phenyl)carbamoyl)-2-(5-(1-hydroxyethyl)-2',6'-dimethyl-[1,1'-biphenyl]-3-yl)-5-methyl-1H-imidazole 3-oxide